(3,3-difluorocyclobutyl)-3,3-difluoro-4-hydroxypyrrolidin-2-one FC1(CC(C1)N1C(C(C(C1)O)(F)F)=O)F